1-([3,3'-bipyridin]-6-yl)-3-(6-(4-isopropyl-4H-1,2,4-triazol-3-yl)pyridin-2-yl)Urea N1=CC(=CC=C1NC(=O)NC1=NC(=CC=C1)C1=NN=CN1C(C)C)C=1C=NC=CC1